tert-butyl 2-({4-[(1H-1,2,3-triazol-1-yl)methyl]phenyl}amino)-5H,6H,7H,8H-pyrido[3,4-d]pyrimidine-7-carboxylate N1(N=NC=C1)CC1=CC=C(C=C1)NC=1N=CC2=C(N1)CN(CC2)C(=O)OC(C)(C)C